C(C)(C)(C)OC(=O)N1C2C(CC1)N(CC2)C2=CC=C(C=C2)CCNC(=O)OCC2=CC=CC=C2.C=2(C(=CC=CC2)CC=CC(=O)O)CC=CC(=O)O.CC2N(CCC1=CC=CC=C21)C=O (1-methyl-3,4-dihydroisoquinolin-2(1H)-yl)methanone xylylenediacrylate tert-Butyl-4-(4-(2-(((benzyloxy)carbonyl)amino)ethyl)phenyl)hexahydropyrrolo[3,2-b]pyrrole-1(2H)-carboxylate